C(\C=C\C1=CC=C(C=C1)O)O[C@H]1[C@H](O)[C@@H](O)[C@H](O)[C@H](O1)CO 1-O-(4-Coumaryl)-beta-D-glucose